C(C)(C)N1N=C(C(N(C1=O)C1=CC=CC=C1)=O)C(=O)O 2-Isopropyl-3,5-dioxo-4-phenyl-2,3,4,5-tetrahydro-1,2,4-triazine-6-carboxylic acid